COC(C1=C(C=CC(=C1)C=1C=NC(=CC1)N1CCN(CC1)C(C)C)NC([C@H](CC1=CNC2=CC=CC=C12)NC(=O)OC(C)(C)C)C#N)=O.FC=1C(=C2CNC(C2=CC1)=O)C(F)(F)F 5-fluoro-4-(trifluoromethyl)isoindolin-1-one methyl-2-(((2S)-2-((tert-butoxycarbonyl)amino)-1-cyano-3-(1H-indol-3-yl)propyl)amino)-5-(6-(4-isopropylpiperazin-1-yl)pyridin-3-yl)benzoate